ClC=1C(=NC(=NC1)NC=1C=NN(C1)CCN(C)C)NC=1C=C(C=CC1F)NC(C=C)=O N-(3-((5-chloro-2-((1-(2-(dimethylamino)ethyl)-1H-pyrazol-4-yl)amino)pyrimidin-4-yl)amino)-4-fluorophenyl)acrylamide